2,4-dimethylbenzenesulfonic acid CC1=C(C=CC(=C1)C)S(=O)(=O)O